C(C)C(C(=O)O)(C)O.C(C(O)C)(=O)OCC ethyl lactate (ethyl 2-hydroxypropanoate)